N[C@H](C(=O)O)[C@@H](CCCB(O)O)CN (2S,3S)-2-amino-3-(aminomethyl)-6-boronohexanoic acid